methyl dichloroacetate ClC(C(=O)OC)Cl